2-bromo-1-(2-phenoxyphenyl)ethan-1-one BrCC(=O)C1=C(C=CC=C1)OC1=CC=CC=C1